5-ethylsulfonyl-1,3-dimethyl-6-[5-(trifluoromethyl)-1,3-benzoxazol-2-yl]benzimidazol-2-one C(C)S(=O)(=O)C1=CC2=C(N(C(N2C)=O)C)C=C1C=1OC2=C(N1)C=C(C=C2)C(F)(F)F